CN(C1CCN(CC1)C1=CC=C(C=2N=CC=NC12)C(=O)NC=1C=C(C=2N(C1)C=C(N2)C)F)C 8-[4-(dimethylamino)piperidin-1-yl]-N-[8-fluoro-2-methylimidazo[1,2-a]pyridin-6-yl]quinoxaline-5-carboxamide